C(C)(C)(C)OC(=O)N[C@H](C(=O)O)CC1=CC(=CC=C1)C(=O)OC(C)(C)C (S)-2-((tert-Butoxycarbonyl)amino)-3-(3-(tert-butoxycarbonyl)phenyl)propionic acid